(Z)-10-tetradecene CCCCCCCCC\C=C/CCC